ClC=1C(=C(C=CC1)NC1=C(NC2=C1C(NC[C@H]2C[C@@H]2OCC2)=O)C2=C(C=NC=C2)F)OC (7R)-3-[(3-chloro-2-methoxyphenyl)amino]-2-(3-fluoropyridin-4-yl)-7-[(2S)-oxetan-2-ylmethyl]-1h,5h,6h,7h-pyrrolo[3,2-c]pyridin-4-one